FC1=C(C=CC(=C1F)OC)C1=CN=C2N1C=CN=C2NC2=CC(=C(C(=O)NC[C@H](C)N)C=C2)CC 4-[[3-(2,3-difluoro-4-methoxyphenyl)imidazo[1,2-a]pyrazin-8-yl]amino]-2-ethyl-N-[(2S)-2-aminopropyl]benzamide